2-mercaptobenzenesulfonic acid sodium salt [Na+].SC1=C(C=CC=C1)S(=O)(=O)[O-]